[(1-methylcyclopropyl)amino]methylpyrazolo[1,5-a]pyridine-7-carboxylic acid CC1(CC1)NCC1=NN2C(C=CC=C2C(=O)O)=C1